[Si](C)(C)(C(C)(C)C)N=S(=O)(N)C1=C(N=C(S1)C1(COC(OC1)(C)C)O)CO[Si](C)(C)C(C)(C)C N'-(tert-butyldimethylsilyl)-4-(((tert-butyldimethylsilyl)oxy)methyl)-2-(5-hydroxy-2,2-dimethyl-1,3-dioxan-5-yl)thiazole-5-sulfonimidamide